N1(N=CN=C1)C1=CC=C(C=C1)C(C)N1C(C=2N([C@@H](C1)C(=O)NC)N=C1C2CN([C@@H](C1)C)C(C1=CC(=C(C=C1)Cl)Cl)=O)=O (3R,7S)-9-(1-(4-(1H-1,2,4-triazol-1-yl)phenyl)ethyl)-2-(3,4-dichlorobenzoyl)-N,3-dimethyl-10-oxo-1,2,3,4,7,8,9,10-octahydropyrido[4',3':3,4]pyrazolo[1,5-a]pyrazine-7-carboxamide